Dimethyl-amphetamine CN(C(C)CC1=CC=CC=C1)C